C12(CCC(CC1)CC(=O)N(CCCCCCCCCCCCCC)CCC(=O)O)OOC1(OO2)C2CC3CC(CC1C3)C2 3-(2-((1r,3r,5r,7r)-dispiro[adamantane-2,3'-[1,2,4,5]tetraoxane-6',1''-cyclohexan]-4''-yl)-N-tetradecylacetamido)propanoic acid